BrC1=C(C(=NC(=C1)Cl)OC[C@@H](O)[C@@H]1N(CCC1)C(=O)OC(C)(C)C)OCC1=CC=C(C=C1)OC tert-butyl (R)-2-((S)-2-((4-bromo-6-chloro-3-((4-methoxybenzyl)oxy)pyridin-2-yl)oxy)-1-Hydroxyethyl)pyrrolidine-1-carboxylate